3-(phthalimido)piperidine C1(C=2C(C(N1C1CNCCC1)=O)=CC=CC2)=O